C(O)(O)=O.C(O)C1CCC(CC1)CO 1,4-dimethylolcyclohexane carbonate